2,4-dibutyl-phenol C(CCC)C1=C(C=CC(=C1)CCCC)O